2-palmitoyl-3-trimethylammoniopropane C(CCCCCCCCCCCCCCC)(=O)C(C)C[N+](C)(C)C